2-(4-bromophenyl)-8-chloro-4-cyclopropyl-3,4-dihydroquinazoline BrC1=CC=C(C=C1)C1=NC2=C(C=CC=C2C(N1)C1CC1)Cl